N-(4-(3-(2,5-dimethyl-1,2,3,4-tetrahydroisoquinolin-7-yl)-6-isocyano-1H-indazole-5-yl)-3-fluoro-5-methylphenyl)-2-(dimethylamino)acetamide CN1CC2=CC(=CC(=C2CC1)C)C1=NNC2=CC(=C(C=C12)C1=C(C=C(C=C1C)NC(CN(C)C)=O)F)[N+]#[C-]